OCC1OC(OC1)=O 4-(Hydroxymethyl)-1,3-dioxolan-2-one